ClC1=C(C(=CC=C1)Cl)C1=CC=2N(N=C1OC1=C(C=C(C=C1)F)F)C=NC(C2)=O (2,6-dichlorophenyl)-2-(2,4-difluorophenoxy)-6H-pyrimido[1,6-b]pyridazin-6-one